CC(N(C)C)S(=O)(=O)O methyl-sulfotrimethylamine